sulfo-3-(((9H-fluoren-9-yl)methoxy)carbonylamino)propionic acid S(=O)(=O)(O)C(C(=O)O)CNC(=O)OCC1C2=CC=CC=C2C=2C=CC=CC12